(Z)-3-methyl-1,3-dodecadiene C/C(/C=C)=C/CCCCCCCC